BrC=1C=C(C(N(C1)CC)=O)C 5-bromo-1-ethyl-3-methylpyridin-2(1H)-one